E-5-tetradecenol C(CCC\C=C\CCCCCCCC)O